ClC1=NC=C(C(=C1)C1=C(C=NC(=C1)C)C(=O)NC=1SC2=C(N1)C=CC(=C2)CO)OC 2'-chloro-N-[6-(hydroxymethyl)-1,3-benzothiazol-2-yl]-5'-methoxy-6-methyl-[4,4'-bipyridine]-3-carboxamide